N1(CCC1)C(CN1C(N(C2=NC=C(C=C21)C=2SC(=CC2)C(OC)CCCCCCCCCCCCC)C)=O)=O 1-[2-(azetidin-1-yl)-2-oxo-ethyl]-3-methyl-6-[5-(tridecylmethoxymethyl)-2-thienyl]imidazo[4,5-b]pyridin-2-one